3-(methacryloxy)propylmethyldiethoxysilane trans-tert-butyl-2-(4-(4-(4-((2,6-dioxopiperidin-3-yl)amino)-2-fluorophenyl)piperazin-1-yl)cyclohexyl)acetate C(C)(C)(C)OC(C[C@@H]1CC[C@H](CC1)N1CCN(CC1)C1=C(C=C(C=C1)NC1C(NC(CC1)=O)=O)F)=O.C(C(=C)C)(=O)OCCC[Si](OCC)(OCC)C